The molecule is an organophosphate oxoanion obtained by deprotonation of the diphosphate OH groups of (2Z,6Z,10Z,14Z,18Z,22Z,26Z,30Z,34E)-decaprenyl diphosphate. Major structure at pH 7.3 It is a conjugate base of a (2Z,6Z,10Z,14Z,18Z,22Z,26Z,30Z,34E)-decaprenyl diphosphate. CC(=CCC/C(=C/CC/C(=C\\CC/C(=C\\CC/C(=C\\CC/C(=C\\CC/C(=C\\CC/C(=C\\CC/C(=C\\CC/C(=C\\COP(=O)([O-])OP(=O)([O-])[O-])/C)/C)/C)/C)/C)/C)/C)/C)/C)C